1,4-dibenzoylthio-2-butene C(C1=CC=CC=C1)(=O)SCC=CCSC(C1=CC=CC=C1)=O